C1(=CC=CC=C1)C1=NC(=NC(=N1)C1=CC=CC=C1)C1=C(C=C(C=C1)C1=C(C=CC=C1)C1=NC(=NC(=N1)C1=CC2=CC=CC=C2C=C1)C1=CC=CC=C1)C1=CC=CC=C1 2-(4'-(4,6-diphenyl-1,3,5-triazin-2-yl)-[1,1':3',1''-terphenyl]-2-yl)-4-(naphthalen-2-yl)-6-phenyl-1,3,5-triazine